2-cyanoethyl ((2,2-dioxido-1,2-oxathiolan-5-yl)methyl) sulfate S(=O)(=O)(OCCC#N)OCC1CCS(O1)(=O)=O